N-(4-chlorobenzyl)hydroxylamine hydrochloride Cl.ClC1=CC=C(CNO)C=C1